N-(2-amino-2-methylpropyl)-N-(1-(4-fluoro-3-(trifluoromethyl)phenyl)cyclopropyl)-Cyclopropanecarboxamid NC(CN(C(=O)C1CC1)C1(CC1)C1=CC(=C(C=C1)F)C(F)(F)F)(C)C